[5-(1-[(2E)-2-(aminomethyl)-3-fluoroprop-2-en-1-yl]-5-oxo-1,5-dihydro-4H-1,2,4-triazol-4-ylmethyl)thiophen-2-yl]-2-fluorobenzoic acid methyl ester hydrochloride Cl.COC(C1=C(C(=CC=C1)C=1SC(=CC1)CN1C=NN(C1=O)C\C(=C\F)\CN)F)=O